C1=CC=CC=2C3=CC=CC=C3C(C12)COC(=O)N[C@H](C(=O)O)CC1=CC(=NO1)C#N (S)-2-((((9H-fluoren-9-yl)methoxy)carbonyl)amino)-3-(3-cyanoisoxazol-5-yl)propanoic acid